ethyl-7-dimethylaminocoumarin C(C)C=1C(OC2=CC(=CC=C2C1)N(C)C)=O